C(CC#C)OCC(=O)OC methyl 2-but-3-ynyloxyacetate